C(C)(=O)C=1C=C(CN2C=C(C=C(C2=O)C(NC)=O)C(=O)O)C=CC1 1-(3-Acetylbenzyl)-5-(methylcarbamoyl)-6-oxo-1,6-dihydropyridine-3-Formic acid